2-{1-[2-(1H-1,3-Benzodiazol-2-yl)ethyl]acridin-3-yl}-N-[(3-chloropyridin-2-yl)methyl]-1,3-thiazole-4-carboxamide N1C(=NC2=C1C=CC=C2)CCC2=CC(=CC1=NC3=CC=CC=C3C=C21)C=2SC=C(N2)C(=O)NCC2=NC=CC=C2Cl